(S)-1'-(2-(3,4-dihydroquinolin-1(2H)-yl)thiazolo[4,5-d]pyrimidin-5-yl)-1,3-dihydrospiro[inden-2,4'-piperidin]-1-amine N1(CCCC2=CC=CC=C12)C=1SC2=C(N=C(N=C2)N2CCC3(CC2)[C@@H](C2=CC=CC=C2C3)N)N1